BrC1=C(C=C(OC2CCC(CC2)OCCN2CCN(CC2)C=2C=CC=C3C(=NN(C23)C)C2C(NC(CC2)=O)=O)C=C1)C 3-(7-(4-(2-(((1r,4r)-4-(4-bromo-3-methylphenoxy)cyclohexyl)oxy)ethyl)piperazin-1-yl)-1-methyl-1H-indazol-3-yl)piperidine-2,6-dione